C(C(O)CC(=O)[O-])(=O)[O-].[Na+].O=C1CN=C(C2=C(N1)C1=CC=CC=C1C=C2)C=2C=C(C=CC2)NS(=O)(=O)C2=CC=CC=C2.[Na+] N-[3-(2-oxo-2,3-dihydro-1H-naphtho[1,2-e][1,4]diazepine-5-Yl)phenyl]benzenesulfonamide sodium monomalate